C1=CC=C(C=C1)CC2=CC(=O)C(=CO2)C(=O)N The molecule is a monocarboxylic acid amide that is 4H-pyran-3-carboxamide substituted by an oxo group at position 4 and a benzyl group at position 6. It has been isolated from Aspergillus niger and Aspergillus carbonarius. It has a role as an antineoplastic agent and an Aspergillus metabolite. It is a monocarboxylic acid amide and a member of 4-pyranones.